F[C@H]1CC2(CCCN2C1)CO ((2S,1aR)-2-fluorohexahydro-1H-pyrrolizin-7a-yl)methanol